FC=1C=C(C=C(C1C=1N(C=C(N1)C(F)(F)F)C(C)C)OC)CO (3-fluoro-4-(1-isopropyl-4-(trifluoromethyl)-1H-imidazol-2-yl)-5-methoxyphenyl)methanol